BrC=1C=C2CCCNC2=CC1C(F)F 6-bromo-7-(Difluoromethyl)-1,2,3,4-tetrahydroquinoline